ClC=1C=C(C=CC1Cl)C1=CC=C(C=C1)NC(C(CCC)NC)=O N-(3',4'-dichloro-[1,1'-biphenyl]-4-yl)-2-(methylamino)pentanamide